3-((4-amino-7-(hydroxy(piperidin-4-yl)methyl)imidazo[2,1-f][1,2,4]triazin-2-yl)oxy)hexan-1-ol NC1=NC(=NN2C1=NC=C2C(C2CCNCC2)O)OC(CCO)CCC